N[C@H]1CN(CCC1)C(=O)C=1C=C2OCCN3C(=NC(C1)=C32)C=3N(C2=C(C=CC=C2C3)Cl)CCOC (R)-(3-Aminopiperidin-1-yl)(2-(7-chloro-1-(2-methoxyethyl)-1H-indol-2-yl)-3,4-dihydro-5-oxa-1,2a-diazaacenaphthylen-7-yl)methanone